N-[(5-chlorothiophen-2-yl)methyl]-1-(furan-3-carbonyl)-3-(piperidin-4-yl)-1H-pyrazol-5-amine hydrochloride Cl.ClC1=CC=C(S1)CNC1=CC(=NN1C(=O)C1=COC=C1)C1CCNCC1